N-[1-benzyl-3-carboxymethyl-4-piperidinyl]-N,N'-bis(2-pyridylmethyl)-1,3-xylylenediamine C(C1=CC=CC=C1)N1CC(C(CC1)N(CC1=CC(=CC=C1)CNCC1=NC=CC=C1)CC1=NC=CC=C1)CC(=O)O